OCC1=NC(=CC(=N1)N1CC2(C=3C=NC(=CC31)CC(=O)N)CC2)C (1'-(2-(hydroxymethyl)-6-methylpyrimidin-4-yl)-1',2'-dihydrospiro[cyclopropan-1,3'-pyrrolo[3,2-c]pyridin]-6'-yl)acetamide